N-(4-fluoro-3-methylphenyl)-5-(2-(((1S,2R)-2-hydroxy-2,3-dihydro-1H-inden-1-yl)amino)-2-oxoacetyl)-1,2,4-trimethyl-1H-pyrrole-3-carboxamide FC1=C(C=C(C=C1)NC(=O)C1=C(N(C(=C1C)C(C(=O)N[C@@H]1[C@@H](CC2=CC=CC=C12)O)=O)C)C)C